octacosanol diphosphate P(O)(=O)(OP(=O)(O)O)OCCCCCCCCCCCCCCCCCCCCCCCCCCCC